(2S,4R)-N-[(R) or (S)-(4-cyclobutyl-3-fluorophenyl)(phenyl)methyl]-4-fluoro-1-[2-(1H-1,2,3-triazol-5-yl)acetyl]pyrrolidine-2-carboxamide C1(CCC1)C1=C(C=C(C=C1)[C@H](NC(=O)[C@H]1N(C[C@@H](C1)F)C(CC1=CN=NN1)=O)C1=CC=CC=C1)F |o1:10|